5-(4-carboxyl-phenoxy)isophthalic acid C(=O)(O)C1=CC=C(OC=2C=C(C=C(C(=O)O)C2)C(=O)O)C=C1